(R)-N-(2-hydroxypropyl)-N,2-dimethyl-4-(4,4,5,5-tetramethyl-1,3,2-dioxaborolan-2-yl)benzamide O[C@@H](CN(C(C1=C(C=C(C=C1)B1OC(C(O1)(C)C)(C)C)C)=O)C)C